(R)-4-(9-(3-Aminopyrrolidin-1-yl)-5,6,7,8-tetrahydroacridin-2-yl)-N-(4-(methylsulfonyl)phenyl)pyridin-2-amine N[C@H]1CN(CC1)C=1C=2CCCCC2N=C2C=CC(=CC12)C1=CC(=NC=C1)NC1=CC=C(C=C1)S(=O)(=O)C